FC1=CC=C(C=C1)C=1C=C(N2C1C1=CC(=C(C=C1CC2)OC)C=2N=NN(N2)C)C(=O)OCC ethyl 1-(4-fluorophenyl)-8-methoxy-9-(2-methyltetrazol-5-yl)-5,6-dihydropyrrolo[2,1-a]isoquinoline-3-carboxylate